FC1(CCOCC1)COC1=CC=C(C=N1)S(=O)(=O)NC(C1=C(C=CC=C1)OC=1C=C2C(=NC1)NC=C2)=O N-({6-[(4-fluorotetrahydro-2H-pyran-4-yl)methoxy]pyridin-3-yl}sulfonyl)-2-(1H-pyrrolo[2,3-b]pyridin-5-yloxy)benzamide